C(C)N(C(=O)C=1C=CC=2N(C1)C(=CN2)C=2C=CC(=NC2)NC(OC)=O)C2=CC(=C(C=C2)F)C methyl N-[5-[6-[ethyl-(4-fluoro-3-methyl-phenyl)carbamoyl] imidazo[1,2-a]pyridin-3-yl]-2-pyridyl]carbamate